tert-butyl 5-[4-(4,4,5,5-tetramethyl-1,3,2-dioxaborolan-2-yl)-1H-pyrazol-1-yl]pentanoate CC1(OB(OC1(C)C)C=1C=NN(C1)CCCCC(=O)OC(C)(C)C)C